CC1=C(C(NC=2C=CC=NC12)=O)C(F)(F)F 8-methyl-6-oxo-7-(trifluoromethyl)-5,6-dihydro-1,5-naphthyridine